Tert-butyl (3-((8-cyanobenzo[c][2,6]naphthyridin-5-yl)amino)propyl)carbamate C(#N)C=1C=CC2=C(N=C(C3=CC=NC=C23)NCCCNC(OC(C)(C)C)=O)C1